CC=1OC=CC1SCNC(C)=O N-(((2-methylfuran-3-yl)thio)methyl)acetamide